(4S)-4-amino-1-methyl-pyrrolidin-2-one hydrochloride Cl.N[C@H]1CC(N(C1)C)=O